OC(C)(C)C1CCN(CC1)C=1SC2=C(N1)OC=1C=CC=CC1C2=O 2-(4-(2-hydroxypropan-2-yl)piperidin-1-yl)-9H-chromeno[2,3-d]thiazol-9-one